tert-butyl 3-((3-amino-7-chloro-6-fluoro-1-(2-isopropyl-4-methylpyridin-3-yl)-2-oxo-1,2-dihydro-1,8-naphthyridin-4-yl)amino)azetidine-1-carboxylate NC=1C(N(C2=NC(=C(C=C2C1NC1CN(C1)C(=O)OC(C)(C)C)F)Cl)C=1C(=NC=CC1C)C(C)C)=O